4-[[4-[[(1Z)-2-ethoxy-3,3,3-trifluoro-1-propen-1-yl]oxy]phenyl]methyl]-N-(2-propen-1-yloxy)-2-pyridinecarboxamide C(C)O\C(=C/OC1=CC=C(C=C1)CC1=CC(=NC=C1)C(=O)NOCC=C)\C(F)(F)F